6-fluoro-N-[(2R)-2-(hydroxymethyl)-2-methyl-6-morpholino-3H-benzofuran-5-yl]pyrazolo[1,5-a]pyrimidine-3-carboxamide FC=1C=NC=2N(C1)N=CC2C(=O)NC=2C(=CC1=C(C[C@](O1)(C)CO)C2)N2CCOCC2